ClC1=CC=C(C(=N1)C=1C=NN(C1)C)NC(C)C=1C=2C3=C(N(C(C2C=C(C1)C#N)=O)C)N(N=C3)C3CCNCC3 9-[1-[[6-chloro-2-(1-methylpyrazol-4-yl)-3-pyridinyl]amino]ethyl]-4-methyl-5-oxo-3-(4-piperidinyl)pyrazolo[3,4-c]isoquinoline-7-carbonitrile